2-(3,5-dichloro-4-((4'-chloro-3'-fluoro-6-hydroxy-[1,1'-biphenyl]-3-yl)methyl)phenoxy)acetamide ClC=1C=C(OCC(=O)N)C=C(C1CC=1C=C(C(=CC1)O)C1=CC(=C(C=C1)Cl)F)Cl